O1C(OCC1)C1=CC=C(C=C1)C1=NNC(O1)=O 5-[4-(1,3-dioxolan-2-yl)phenyl]-3H-1,3,4-oxadiazol-2-one